(S)-7-(2-benzyl-3-chloro-7-oxo-2,4,5,7-tetrahydro-6H-pyrazolo[3,4-c]pyridin-6-yl)-2-cyclopropyl-5-methyl-7,8-dihydro-oxazolo[4',5':4,5]benzo[1,2-b][1,4]oxazepin-6(5H)-one C(C1=CC=CC=C1)N1N=C2C(N(CCC2=C1Cl)[C@@H]1C(N(C2=C(OC1)C=C1C(=C2)N=C(O1)C1CC1)C)=O)=O